tert-butyl 4-(1-(4-amino-2-fluoro-3-methoxyphenyl)piperidin-4-yl)piperazine-1-carboxylate NC1=C(C(=C(C=C1)N1CCC(CC1)N1CCN(CC1)C(=O)OC(C)(C)C)F)OC